4-Bromo-6-fluoro-5-(methoxy-d3)naphthalen-2-amine BrC1=CC(=CC2=CC=C(C(=C12)OC([2H])([2H])[2H])F)N